6-(quinolin-2-yl)pyridin-2(1H)-one N1=C(C=CC2=CC=CC=C12)C1=CC=CC(N1)=O